N1-phenyl-N2-(2',4',6'-triisopropyl-5-((9-(4-(2,4,6-triisopropylphenyl)pyridin-2-yl)-9H-carbazol-2-yl)oxy)-[1,1'-biphenyl]-3-yl)benzene-1,2-diamine C1(=CC=CC=C1)NC=1C(=CC=CC1)NC=1C=C(C=C(C1)OC1=CC=2N(C3=CC=CC=C3C2C=C1)C1=NC=CC(=C1)C1=C(C=C(C=C1C(C)C)C(C)C)C(C)C)C1=C(C=C(C=C1C(C)C)C(C)C)C(C)C